Ethyl-5-(2-(tetrahydro-2H-pyran-4-yl)quinolin-8-yl)pyridin-2-amine C(C)C=1C(=NC=C(C1)C=1C=CC=C2C=CC(=NC12)C1CCOCC1)N